N-(4-fluorophenyl)-3-(5-(2-methylpyrimidin-4-yl)-5,6,7,8-tetrahydro-1,5-naphthyridin-2-yl)oxetane-3-carboxamide FC1=CC=C(C=C1)NC(=O)C1(COC1)C1=NC=2CCCN(C2C=C1)C1=NC(=NC=C1)C